2-bromo-N-(2-methyl-5-(2-((1-methylcyclobutyl)amino)acetamido)pyridin-3-yl)pyrazolo[5,1-b]thiazole-7-carboxamide BrC1=CN2C(S1)=C(C=N2)C(=O)NC=2C(=NC=C(C2)NC(CNC2(CCC2)C)=O)C